C(C)(C)(C)OC(=O)N1CCC2(CN(C2)C2=CC(=C(C=C2)N)O)CC1 2-(4-amino-3-hydroxyphenyl)-2,7-diazaspiro[3.5]nonane-7-carboxylic acid tert-butyl ester